S1C(=CC2=C1C=CC=N2)C(=O)O PYRIDOTHIOPHENE-2-CARBOXYLIC ACID